5,8,14-triazatetracyclo[10.3.1.02,11.04,9]-hexadec-2(11),3,5,7,9-pentaene C12C=3C=C4N=CC=NC4=CC3C(CNC1)C2